FC(C(=O)O)(F)F.FC(CN1C(NC(C=C1)=O)=O)(F)F 1-(2,2,2-trifluoroethyl)pyrimidine-2,4(1H,3H)-dione trifluoroacetate